CC1=NN(C(=C1C1=CC=CC2=C1N=C(S2)C)C)COCC[Si](C)(C)C 4-(3,5-dimethyl-1-{[2-(trimethylsilyl)ethoxy]methyl}-1H-pyrazol-4-yl)-2-methyl-1,3-benzothiazole